3-((R)-6'-hydroxy-2',4',6'-trimethyl-7'-oxo-6',7'-dihydrospiro[cyclopropane-1,5'-inden]-3'-yl)propyl (tert-butoxycarbonyl)-L-seryl-L-prolinate C(C)(C)(C)OC(=O)N[C@@H](CO)C(=O)N1[C@@H](CCC1)C(=O)OCCCC1=C(C=C2C([C@](C3(C(=C12)C)CC3)(C)O)=O)C